[Na].CN(CCN1N=NC(=C1)S(=O)(=O)NC(NC1=C2CCCC2=CC=2CCCC12)=O)C 1-(2-(Dimethylamino)ethyl)-N-((1,2,3,5,6,7-hexahydro-s-indacen-4-yl)carbamoyl)-1H-1,2,3-triazole-4-sulfonamide, sodium salt